(E)-1-[4-[(2S)-2-Hydroxy-3-[4-[(Z)-3-oxo-3-phenylprop-1-enyl]phenoxy]propoxy]phenyl]-3-phenylprop-2-en-1-one O[C@H](COC1=CC=C(C=C1)C(\C=C\C1=CC=CC=C1)=O)COC1=CC=C(C=C1)\C=C/C(C1=CC=CC=C1)=O